OC=1C(C(=CN2C[C@@H]3N(C(C21)=O)[C@H]2CC[C@@H]3C2)C(=O)NCC2=C(C=C(C=C2F)F)F)=O (1R,4S,12aR)-7-hydroxy-6,8-dioxo-N-(2,4,6-trifluorobenzyl)-1,2,3,4,6,8,12,12a-octahydro-1,4-methanodipyrido[1,2-a:1',2'-d]pyrazine-9-carboxamide